tert-butyl (R)-(2-(((3-(2-((6-fluoro-2-methylpyridin-3-yl)oxy)-4-(trifluoromethyl)benzamido)phenyl)(methyl)(oxo)-λ6-sulfaneylidene)amino)-2-oxoethyl)carbamate FC1=CC=C(C(=N1)C)OC1=C(C(=O)NC=2C=C(C=CC2)[S@](=O)(C)=NC(CNC(OC(C)(C)C)=O)=O)C=CC(=C1)C(F)(F)F